Thioglyoxime C(=NS)C=NO